N-methyl-methanesulphonamide CNS(=O)(=O)C